Dec-3-en-4-ylethylformate CCC=C(CCCCCC)OC(=O)CC